C1(CC1)C1=CC(=NN1)NC(C(C)C=1C=C(C=CC1)C1=CC(=C(C=C1)NC(\C=C\CN1C[C@H](CC1)F)=O)F)=O (E)-N-(3'-(1-((5-Cyclopropyl-1H-pyrazol-3-yl)amino)-1-oxopropan-2-yl)-3-fluoro-[1,1'-biphenyl]-4-yl)-4-((S)-3-fluoropyrrolidin-1-yl)but-2-enamid